ClC=1C=C2C=C(NC2=CC1CNC1=NC=CC=C1)CNC(=O)C1(CC1)C N-((5-chloro-6-((pyridin-2-ylamino)methyl)-1H-indol-2-yl)methyl)-1-methylcyclopropane-1-carboxamide